O[C@@H]1C[C@H](CCC1)NC=1N=NC(=C2C1N=CC=C2)C2=C(C=C(C=C2)C(F)(F)F)O 2-[8-[[(1S,3S)-3-hydroxycyclohexyl]amino]pyrido[2,3-d]pyridazin-5-yl]-5-(trifluoromethyl)phenol